ClC1=CC=C(C(=N1)C)C=O 6-Chloro-3-formyl-2-methylpyridine